2-[6-amino-5-[8-[2-[3-(4,6-dihydro-1H-pyrrolo[3,4-c]pyrazol-5-yl)prop-1-ynyl]-4-pyridinyl]-3,8-diazabicyclo[3.2.1]oct-3-yl]pyridazin-3-yl]phenol NC1=C(C=C(N=N1)C1=C(C=CC=C1)O)N1CC2CCC(C1)N2C2=CC(=NC=C2)C#CCN2CC=1NN=CC1C2